NCCN1CC(C1)NC(OC(C)(C)C)=O tert-butyl N-[1-(2-aminoethyl)azetidin-3-yl]carbamate